C(#N)C1=CC=CC2=C1O[C@H](CN2)[C@@H](C2=CC=CC=C2)NCCC2=CC=C(O2)CC(=O)O 2-(5-(2-(((R)-((R)-8-cyano-3,4-dihydro-2H-benzo[b][1,4]oxazin-2-yl)(phenyl)methyl)amino)ethyl)furan-2-yl)acetic acid